10-methoxy-N-(pyrazin-2-yl)-7-thia-2,5-diazatricyclo[6.4.0.02,6]dodeca-1(12),3,5,8,10-pentaene-4-carboxamide COC=1C=C2SC3=NC(=CN3C2=CC1)C(=O)NC1=NC=CN=C1